[4-[(E)-3-(4-methoxyphenyl)prop-2-enoyl]phenyl] acetate C(C)(=O)OC1=CC=C(C=C1)C(\C=C\C1=CC=C(C=C1)OC)=O